3-(6-(2,4-dimethoxypyrimidin-5-yl)imidazo[1,2-b]pyridazin-8-yl)-6,6-difluoro-3-azabicyclo[3.1.1]heptane COC1=NC=C(C(=N1)OC)C=1C=C(C=2N(N1)C=CN2)N2CC1C(C(C2)C1)(F)F